BrC1=C(SC=C1)C(=O)N1CCN(CC1)C1=C(C=CC=C1)N(S(=O)(=O)C=1C=CC2=C(C(=CS2)C)C1)C 5-(N-(2-(4-(3-Bromothiophene-2-carbonyl)piperazin-1-yl)phenyl)-N-methylsulfamoyl)-3-methylbenzothiophene